C(O[C@H](C)OCC([C@H](C[C@H]1C(NCC1)=O)NC([C@@H](NC(=O)C=1NC2=CC=CC(=C2C1)OC)CC(C)C)=O)=O)(OC(C)C)=O (1R)-1-({(3S)-3-({N-[(4-methoxy-1H-indol-2-yl)carbonyl]-L-leucyl}amino)-2-oxo-4-[(3S)-2-oxopyrrolidin-3-yl]butyl}oxy)ethyl propan-2-yl carbonate